F[C@H]1CN(CC[C@H]1NC1=C2C=C(N(C2=CC=C1)CC(F)(F)F)C1=NOC(=N1)CNC(=O)C1=CN(C=C1)C1(CCC1)COC)C N-{[3-(4-{[(3S,4R)-3-fluoro-1-methylpiperidin-4-yl]amino}-1-(2,2,2-trifluoroethyl)-1H-indol-2-yl)-1,2,4-oxadiazol-5-yl]methyl}-1-[1-(methoxymethyl)cyclobutyl]-1H-pyrrole-3-carboxamide